5-chloro-2-[[2-(chloromethyl)-4-(trifluoromethyl)imidazol-1-yl]methyl]pyrimidine ethylimidazolecarboxylate (1-(anthraquinone-2-yl)ethyl-imidazolecarboxylate) C1=C(C=CC=2C(C3=CC=CC=C3C(C12)=O)=O)C(C)C=1N=C(NC1)C(=O)O.C(C)C=1N=C(NC1)C(=O)O.ClC=1C=NC(=NC1)CN1C(=NC(=C1)C(F)(F)F)CCl